C(C)C(C(=O)O)CCCCCCCCCC.C(CCCCCCCCCCC)(=O)OCC ethyl laurate (ethyl laurate)